ClC1C(N(CC1CCl)C1=CC(=CC=C1)C(F)(F)F)=O 3-chloro-4-(chloromethyl)-1-[3-(trifluoromethyl)phenyl]-2-pyrrolidone